Cis-3-fluoro-6-azabicyclo[3.1.1]heptane trifluoroacetate FC(C(=O)O)(F)F.FC1CC2NC(C1)C2